C(#C)C1=CC(N(C=2N=C(N=CC21)NC2=CC(=C(C=C2)N2CCN(CC2)C)OCCC2=CC=NN2C)C)=O 5-Ethynyl-8-methyl-2-((3-(2-(1-methyl-1H-pyrazol-5-yl)ethoxy)-4-(4-methylpiperazin-1-yl)phenyl)amino)pyrido[2,3-d]pyrimidin-7(8H)-one